C(C1=CC=CC=C1)OC1=NC(=CC=C1C1=CC(=C(C=C1F)N1CCN(CC1)C(=O)OC(C)(C)C)F)OCC1=CC=CC=C1 tert-Butyl 4-(4-(2,6-bis(benzyloxy)pyridin-3-yl)-2,5-difluorophenyl)piperazine-1-carboxylate